CS(=O)(=O)CC=C 3-(methylsulfonyl)-1-propene